C(C1=CC=CC=C1)NC1=C2N=CN(C2=NC(=N1)CC)[C@@H]1O[C@@H](C(C1=O)=O)CO (2R,3R,4S,5R)-2-(6-(benzylamino)-2-ethyl-9H-purin-9-yl)-5-(hydroxymethyl)-tetrahydrofuran-3,4-dione